2-((R)-9-oxo-2-((S)-2-phenylpropanoyl)-7-oxa-2,10-diazaspiro[5.6]dodecan-10-yl)acetic acid O=C1CO[C@]2(CCCN(C2)C([C@@H](C)C2=CC=CC=C2)=O)CCN1CC(=O)O